2-fluoro-6-methyl-benzaldehyde FC1=C(C=O)C(=CC=C1)C